[Br-].C(#CC)N1CN(C=C1)C#CC 1,3-dipropynyl-imidazole bromide